N[C@H]1CN(C[C@@H](C1)F)C(=O)C1=CC2=C(N(C(=N2)C2=CC=3C=4N2CCN(C4C=CC3)CCCO)OC)C(=C1)OC ((3R,5R)-3-amino-5-fluoropiperidin-1-yl)(2-(1-(3-hydroxypropyl)-2,3-dihydro-1H-pyrrolo[1,2,3-de]quinoxalin-5-yl)-1,7-dimethoxy-1H-benzo[d]imidazol-5-yl)methanone